(S)-N-(2,5-diaminopentyl)-6-(4-fluorophenyl)-1-methyl-1H-indole-2-carboxamide dihydrochloride Cl.Cl.N[C@H](CNC(=O)C=1N(C2=CC(=CC=C2C1)C1=CC=C(C=C1)F)C)CCCN